NC1=NC=NN2C1=C(C=C2C=2C=C(C(=C(C(=O)N[C@@H]1CN(C[C@@H]1F)C(C1=C(C=CC=C1)F)=O)C2)CF)F)C(F)(F)F 5-[4-amino-5-(trifluoromethyl)pyrrolo[2,1-f][1,2,4]triazin-7-yl]-3-fluoro-N-[(3R,4S)-4-fluoro-1-(2-fluorobenzoyl)pyrrolidin-3-yl]-2-(fluoromethyl)benzamide